C1(CCCCC1)CC[C@@H](CC(=O)NC[C@@H](CC)O)NC(=O)C1=NN(C(=C1)C1=C(C=CC=C1OC)OC)CC(C)C (3S)-5-cyclohexyl-3-{[5-(2,6-dimethoxyphenyl)-1-(2-methylpropyl)-1H-pyrazol-3-yl]formamido}-N-[(2R)-2-hydroxybutyl]pentanamide